C1(CC1)N1N=CC(=C1C1=NOC(=N1)[C@@H]1C(C12CCN(CC2)S(=O)(=O)N)(F)F)C (2R)-2-[3-(1-cyclopropyl-4-methyl-1H-pyrazol-5-yl)-1,2,4-oxadiazol-5-yl]-1,1-difluoro-6-azaspiro[2.5]octane-6-sulfonamide